C(CCCCCCCC)OCOCCCC(CC(CC(CC(CC(CC(C)Br)C)C)C)C)C 14-bromo-4,6,8,10,12-pentamethylpentadecyl nonyloxymethyl ether